1,3,5-tri(6-isocyanatohexyl)-1,3,5-triazine-2,4,6(1h,3h,5h)-trione N(=C=O)CCCCCCN1C(N(C(N(C1=O)CCCCCCN=C=O)=O)CCCCCCN=C=O)=O